CC1=CC=C(C=N1)C1=NN=C(O1)C12CC3(CC(CC(C1)C3)C2)NC(=O)C2=NC(=CN=C2)C 6-Methyl-pyrazine-2-carboxylic acid {3-[5-(6-methyl-pyridin-3-yl)-[1,3,4]oxadiazol-2-yl]-adamantan-1-yl}-amide